(S)-2-methyl-4-(6-(methylcarbamoyl)pyridin-3-yl)piperazine-1-carboxylic acid tert-butyl ester C(C)(C)(C)OC(=O)N1[C@H](CN(CC1)C=1C=NC(=CC1)C(NC)=O)C